C1(CC1)NC(=O)C=1C=CC(=C(C1)C=1C=NN(C1)C1=CN=C2N1C=C(C=C2)C(=O)NC)C 3-{4-[5-(cyclopropylcarbamoyl)-2-methylphenyl]-1H-pyrazol-1-yl}-N-methylimidazo[1,2-a]pyridine-6-carboxamide